ClC=1C=C(C=CC1)C#C\C=C/1\C(CN(CC1)S(=O)(=O)C=1C=NN2C1OCCC2)(C)C 3-({(4E)-4-[3-(3-chlorophenyl)prop-2-yn-1-ylidene]-3,3-dimethylpiperidin-1-yl}sulfonyl)-6,7-dihydro-5H-pyrazolo[5,1-b][1,3]oxazine